FC(C(=O)O)(F)F.N[C@H]1CN(CCC1)C1=NC=C(C=N1)NC1=CC=C(C=C1)C1=CC2=C(N=CN=C2N2CCOCC2)N1 (R)-2-(3-Aminopiperidin-1-yl)-N-(4-(4-morpholino-7H-pyrrolo[2,3-d]pyrimidin-6-yl)phenyl)pyrimidin-5-amine trifluoroacetate